COC1=CC(=C(C[C@H](N)C(=O)O)C(=C1)C)C 4-methoxy-2,6-dimethyl-L-phenylalanine